6-[(1S,2S)-2-[6-(2,4-dimethoxypyrimidin-5-yl)-3-fluoro-imidazo[1,2-b]pyridazin-8-yl]cyclopropyl]-3,3-dimethyl-1-(2,2,2-trifluoroethyl)indolin-2-one COC1=NC=C(C(=N1)OC)C=1C=C(C=2N(N1)C(=CN2)F)[C@@H]2[C@H](C2)C2=CC=C1C(C(N(C1=C2)CC(F)(F)F)=O)(C)C